2'-Fucosyl-lactose C1([C@@H](O)[C@H](O)[C@H](O)[C@@H](O1)C)[C@@]1([C@H](O[C@H]2[C@@H]([C@H](C(O)O[C@@H]2CO)O)O)O[C@@H]([C@@H]([C@@H]1O)O)CO)O